BrC1=C(C(=CC=C1)F)CC(=O)NN 2-(2-bromo-6-fluorophenyl)acethydrazide